F[C@@H]1[C@H](C1)C1=CC(=NO1)C(=O)NC1C[C@H]2CC[C@@H](C1)N2S(=O)(=O)CC2CCN(CC2)C(=O)[O-] 4-((((1R,3r,5S)-3-(5-((1R,2S)-2-fluorocyclopropyl)isoxazole-3-carboxamido)-8-azabicyclo[3.2.1]octan-8-yl)sulfonyl)methyl)piperidine-1-carboxylate